N-(1-cyclobutyl-3-cyclopropyl-1H-pyrazol-4-yl)-2-(1H-pyrazol-4-yl)-1,3-thiazole-4-carboxamide C1(CCC1)N1N=C(C(=C1)NC(=O)C=1N=C(SC1)C=1C=NNC1)C1CC1